1-benzyl-3-hydroxy-4-{[2-(methylsulfanyl)ethylamino]methyl}pyridin-2(1H)-one C(C1=CC=CC=C1)N1C(C(=C(C=C1)CNCCSC)O)=O